CC1(CCC(CC1)N(C(C(C)C)=O)[C@H]1C[C@H](N(C1)C(=O)OC(C)(C)C)C(=O)OC)C 1-(tert-butyl) 2-methyl (2S,4S)-4-(N-(4,4-dimethylcyclohexyl)isobutyramido)pyrrolidine-1,2-dicarboxylate